C(C1=CC=CC=C1)OC(=O)N1[C@@H](CCC1)C(NN(C(=O)OC(C)(C)C)CC(=O)N)=O.C[Si](C1=CC=C(C=C1)C(=C)C1=CC=CC=C1)(OC(C)C)C 1-[4-(dimethylisopropoxysilyl)phenyl]-1-phenylethene benzyl-(2S)-2-[[(2-amino-2-oxo-ethyl)-tert-butoxycarbonyl-amino]carbamoyl]pyrrolidine-1-carboxylate